(tert-butyl)-10,10-dimethyl-11-phenyl-2-(trifluoromethyl)-10H-indeno[1,2-b]quinoline C(C)(C)(C)C1=C2C(=C3C(=NC=4C=CC=CC4C3(C)C)C2=CC=C1C(F)(F)F)C1=CC=CC=C1